FC1=NNC=2C=CC3=C(C12)CCCC(=C3C3=CC=C(C=C3)N3CCC(CC3)CN3CCN(CC3)C=3C=C1CN(C(C1=CC3)=O)[C@@H]3C(NC(CC3)=O)=O)CC(C)C (S)-3-(5-(4-((1-(4-(1-fluoro-7-isobutyl-3,8,9,10-tetrahydrocyclohepta[e]indazol-6-yl)phenyl)piperidin-4-yl)methyl)piperazin-1-yl)-1-oxoisoindolin-2-yl)piperidine-2,6-dione